COCCN(C=1N=C(C2=C(N1)C(=NC(=N2)N(CCOC)CCOC)N2CCN(CC2)C2=NC=CC=N2)N2CCC(CC2)OC)CCOC N2,N2,N6,N6-tetrakis(2-methoxyethyl)-4-(4-methoxypiperidin-1-yl)-8-(4-(pyrimidin-2-yl)piperazin-1-yl)pyrimido[5,4-d]pyrimidine-2,6-diamine